ClC=1C(=CC(=C(C1)C1=NNC=C1C=1N=C2C=C(C=NC2=CC1)NC[C@H]1NCCCC1)F)F 6-[3-(5-chloro-2,4-difluoro-phenyl)-1H-pyrazol-4-yl]-N-[[(2S)-2-piperidyl]methyl]-1,5-naphthyridin-3-amine